6-(8-(2,4-difluorophenyl)-6-azaspiro[3.4]octane-6-carbonyl)pyrazin-2(1H)-one FC1=C(C=CC(=C1)F)C1CN(CC12CCC2)C(=O)C2=CN=CC(N2)=O